4-[1-(4-methoxyphenyl)butyl]resorcinol COC1=CC=C(C=C1)C(CCC)C1=C(C=C(O)C=C1)O